C1(CC1)C1=NC=NC(=C1C1=NN2C(N(C(CC2)=O)CC2=CC=C(C=C2)N2N=C(C=C2COC)C(F)(F)F)=C1)OC 2-(4-cyclopropyl-6-methoxypyrimidin-5-yl)-4-(4-(5-(methoxymethyl)-3-(trifluoromethyl)-1H-pyrazol-1-yl)benzyl)-6,7-dihydropyrazolo[1,5-a]pyrimidin-5(4H)-one